Cl.Cl.NC/C(/COC=1C=NC(=NC1)N1CCC2(CCN(C2=O)C)CC1)=C\F 8-[5-[(E)-2-(aminomethyl)-3-fluoro-allyloxy]pyrimidin-2-yl]-2-methyl-2,8-diazaspiro[4.5]decan-1-one dihydrochloride